ClC1=C(C=C2C(=N1)N=C(O2)N2CCOCC2)C(=O)O 5-Chloro-2-morpholinooxazolo[4,5-b]pyridine-6-carboxylic acid